N,N-dimethyl-2-(4-(4,4,5,5-tetramethyl-1,3,2-dioxaborolane-2-yl)-1H-pyrazol-1-yl)ethan-1-amine CN(CCN1N=CC(=C1)B1OC(C(O1)(C)C)(C)C)C